C(#N)C1=CC=CC=C1C1=CC2=C(OCCO2)C=C1 2-cyano-3-(2,3-dihydrobenzo[b][1,4]dioxin-6-yl)benzene